N-(1-((3-chloro-4-fluorophenyl)amino)-6-methoxyisoquinolin-7-yl)-4-(3,3-difluoropyrrolidin-1-yl)butanamide ClC=1C=C(C=CC1F)NC1=NC=CC2=CC(=C(C=C12)NC(CCCN1CC(CC1)(F)F)=O)OC